[4-(2-{5-[(1R,4R,7R)-7-amino-2-azabicyclo[2.2.1]heptane-2-carbonyl]-7-methoxy-1-methyl-1H-1,3-benzodiazol-2-yl}-1-(cyclopropylmethyl)-1H-indol-6-yl)-2,6-difluorophenyl]methanol N[C@H]1[C@@H]2N(C[C@H]1CC2)C(=O)C2=CC1=C(N(C(=N1)C=1N(C3=CC(=CC=C3C1)C1=CC(=C(C(=C1)F)CO)F)CC1CC1)C)C(=C2)OC